C(C)(=O)C=1NC2=CC=C(C=C2C1C=1N=NN(C1)CC1CCN(CC1)CCNS(=O)(=O)C1=CC=C(C=C1)C1=C(C=CC=C1C)C#N)F N-(2-(4-((4-(2-Acetyl-5-fluoro-1H-indol-3-yl)-1H-1,2,3-triazol-1-yl)methyl)piperidin-1-yl)ethyl)-2'-cyano-6'-methyl-[1,1'-biphenyl]-4-sulfonamid